N[C@@H](CCCCNC([C@H]1[C@H](C)CC=N1)=O)C(=O)O pyrrolysin